Ethyl-Acrylamide C(C)C(C(=O)N)=C